COCCN1N=C(C2=CC=CC(=C12)C(C(=O)O)N1CC(C1)OCCCCCC1=NC=2NCCCC2C=C1)C 2-(1-(2-methoxyethyl)-3-methyl-1H-indazol-7-yl)-2-(3-((5-(5,6,7,8-tetrahydro-1,8-naphthyridin-2-yl)pentyl)oxy)azetidin-1-yl)acetic acid